N1C=NC2=C1C=CS2 THIENOIMIDAZOLE